C(C)S(=O)(=O)C1=C(C=CC(=C1)C(F)(F)F)C=1N(C=CN1)C 2-(2-(Ethylsulfonyl)-4-(trifluoromethyl)phenyl)-1-methyl-1H-imidazole